CC1=C(C=C(C(=O)NC2=CC(=C(C=C2)CN2CCCC2)C(F)(F)F)C=C1)C#CC1=CC2=C(N(C=N2)C)C=C1 4-methyl-3-((1-methyl-1H-benzo[d]imidazol-5-yl)ethynyl)-N-(4-(pyrrolidin-1-ylmethyl)-3-(trifluoromethyl)phenyl)benzamide